ClC1=CC=C2C(C(=CN(C2=N1)C1=C(C=C(C=C1F)F)F)C(=O)NC(C)C(C(F)(F)F)(F)F)=O 7-chloro-4-oxo-N-[3,3,4,4,4-pentafluorobutane-2-yl]-1-(2,4,6-trifluorophenyl)-1,4-dihydro-1,8-naphthyridine-3-carboxamide